CCCCCCCCCCCCCC[C@H](C(=O)SCCNC(=O)CCNC(=O)[C@@H](C(C)(C)COP(=O)([O-])OP(=O)([O-])OC[C@@H]1[C@H]([C@H]([C@@H](O1)N2C=NC3=C(N=CN=C32)N)O)OP(=O)([O-])[O-])O)O The molecule is a long-chain fatty acyl-CoA(4-) arising from deprotonation of the phosphate and diphosphate OH groups of (R)-2-hydroxyhexadecanoyl-CoA; major species at pH 7.3. It is a conjugate base of a (R)-2-hydroxyhexadecanoyl-CoA.